C(C)(=O)OCCOC1=NC=CC=C1OC1=C(C=C(C(=C1)N1C(N(C(=CC1=O)C(F)(F)F)C)=O)F)Cl [3-[2-chloro-4-fluoro-5-(1-methyl-6-trifluoromethyl-2,4-dioxo-1,2,3,4-tetrahydropyrimidin-3-yl) phenoxy]-2-pyridyloxy]Ethyl acetate